2,3,5-trifluoro-4-hydroxy-N-({(1r,4r)-4-[6-(1-methyl-1H-pyrazol-4-yl)imidazo[1,2-a]pyridin-2-yl]cyclohexyl}methyl)benzamide FC1=C(C(=O)NCC2CCC(CC2)C=2N=C3N(C=C(C=C3)C=3C=NN(C3)C)C2)C=C(C(=C1F)O)F